C(C)N1C2=C([C@@H]([C@H](C1=O)NC(C1=CC(=CC=C1)C(F)(F)F)=O)C=1C=C(CNC(OC(C)(C)C)=O)C=CC1)C=NN2C2=CC=CC=C2 tert-butyl (3-((4S,5R)-7-ethyl-6-oxo-1-phenyl-5-(3-(trifluoromethyl)benzamido)-4,5,6,7-tetrahydro-1H-pyrazolo[3,4-b]pyridin-4-yl)benzyl)carbamate